1-(((R)-7-((R)-3-cyclohexyl-2-methylpropanoyl)-10-hydroxy-7-azaspiro[4.5]decan-10-yl)methyl)-4-(2-fluorophenyl)-5-(piperazine-1-carbonyl)pyridin-2(1H)-one C1(CCCCC1)C[C@H](C(=O)N1CC2(CCCC2)[C@@](CC1)(O)CN1C(C=C(C(=C1)C(=O)N1CCNCC1)C1=C(C=CC=C1)F)=O)C